ClC1=C(C=O)C(=CC(=C1)C1=CN(C(C2=CC(=CC=C12)F)=O)C)OC 2-chloro-4-(7-fluoro-2-methyl-1-oxo-4-isoquinolinyl)-6-methoxy-benzaldehyde